O[C@H]1C[C@H](O)[C@H](O1)CO 2-deoxy-β-D-ribofuranose